S(=O)(=O)(C)C1=CC=C(CC2CC3(CN(C3)C(=O)N3CC4(C3)NC(OC4)=O)C2)C=C1 2-[6-(4-mesylbenzyl)-2-azaspiro[3.3]heptane-2-carbonyl]-7-oxa-2,5-diazaspiro[3.4]octan-6-one